dimethyl-1,2-diaminoethane CC(C(N)C)N